C(CCCCCCCCCCC)(=O)N(CC(=O)N)C(CCCCCCCCCCC)=O dilauroyl-glycinamide